O1CCOC12CCN(CC2)C2=CC=C(OC1C(NC(CC1)=O)=O)C=C2 3-(4-(1,4-dioxa-8-azaspiro[4.5]decan-8-yl)phenoxy)piperidine-2,6-dione